Ethylenglycol diacrylat C(C=C)(=O)OCCOC(C=C)=O